C(O[C@H](COCCCCCCCCCCCCCCCCCCCCCC)COC(C1=CC=CC=C1)(C1=CC=CC=C1)C1=CC=CC=C1)(OC1=NC=CC=C1)=O (R)-1-(docosyloxy)-3-(trityloxy)propan-2-yl pyridin-2-yl carbonate